C1(=CC=CS1)CN(C(=O)OCOCOC1=CC=CC=N1)CC1=CC=CS1 6-[bis(thenyl)aminocarbonyloxymethoxymethoxy]pyridine